ClC=1C=C(C=CC1)NC(=O)NC1=CC(=CC=C1)C(=O)C=1C=C2N=C(C=NC2=CC1)N1CCOCC1 1-(3-chlorophenyl)-3-(3-(3-morpholinoquinoxaline-6-carbonyl)phenyl)urea